N\C(=C/C(=O)OCC)\OCC ethyl (E)-3-amino-3-ethoxyacrylate